P(=O)(OC[C@@H]([C@@H](\C=C\CCCCCCCCCCCCC)O)NC(CCCCCCCCCCCCCCC)=O)(OCC[N+](C)(C)C)[O-] (2S,3R,E)-2-palmitamido-3-hydroxyoctadec-4-en-1-yl (2-(trimethylammonio)ethyl) phosphate